(S)-N-(6-phenoxypyridin-3-yl)-6-(piperidin-3-yl)pyrido[3,2-d]pyrimidin-4-amine O(C1=CC=CC=C1)C1=CC=C(C=N1)NC=1C2=C(N=CN1)C=CC(=N2)[C@@H]2CNCCC2